BrC=1C=C(C(=C(C1)I)OC)C 5-bromo-1-iodo-2-methoxy-3-methylbenzene